3-((2-bromophenyl)thio)indole BrC1=C(C=CC=C1)SC1=CNC2=CC=CC=C12